C(CCCCCCC(=O)N)CCCCCC(=O)N ethylenebishexanamide